N1N=CC=C1NC=1NC=2N(C(C1C=1C=C3N=CC=NC3=CC1)=O)N=C(C2C2=CCCCC2)C2=CC=CC=C2 5-((1H-pyrazol-5-yl)amino)-3-(cyclohex-1-en-1-yl)-2-phenyl-6-(quinoxalin-6-yl)pyrazolo[1,5-a]pyrimidin-7(4H)-one